NC(C(C1=CC=CC=C1)SC1=C(C(=C(C(=N1)N(CC(=O)NCCO)C)C#N)CC)C#N)=O 2-((6-((2-amino-2-oxo-1-phenylethyl)thio)-3,5-dicyano-4-ethylpyridin-2-yl)(methyl)amino)-N-(2-hydroxyethyl)acetamide